N-(1-(tert-butylsulfonyl)-2,2-dimethylindolin-6-yl)-4-((2-hydroxyethyl)sulfonyl)-2-(6-azaspiro[2.5]octan-6-yl)benzamide C(C)(C)(C)S(=O)(=O)N1C(CC2=CC=C(C=C12)NC(C1=C(C=C(C=C1)S(=O)(=O)CCO)N1CCC2(CC2)CC1)=O)(C)C